CC1=CC=CC(=N1)N1C=NC2=CC=C(C=C2C1=O)CN1CCC(CC1)C=1C=C2CN(C(C2=CC1)=O)C1C(NC(CC1)=O)=O 3-(5-(1-((3-(6-methylpyridin-2-yl)-4-oxo-3,4-dihydroquinazolin-6-yl)methyl)piperidin-4-yl)-1-oxoisoindolin-2-yl)piperidine-2,6-dione